The molecule is a 6-amino-5-oxocyclohex-2-ene-1-carboxylic acid in which stereocentre attached to the carboxylic acid group has R-configuration, while that attached to the amino group has S-configuration. It is an enantiomer of a (1S,6R)-6-amino-5-oxocyclohex-2-ene-1-carboxylic acid. It is a tautomer of a (1R,6S)-6-ammonio-5-oxocyclohex-2-ene-1-carboxylate. C1C=C[C@H]([C@@H](C1=O)N)C(=O)O